CC1=CC=C(C(=O)NC=2C=C(C=CC2)C=2N=C(C3=C(N2)SC=C3)NC(P(OCC)(OCC)=O)P(OCC)(OCC)=O)C=C1 Tetraethyl (((2-(3-(4-methylbenzamido)phenyl)thieno[2,3-d]pyrimidin-4-yl)amino)methylene)bis(phosphonate)